ClC=1C=C(C=CC1)NN=C(C#N)C#N carbonyl cyanide 3-chlorophenylhydrazone